4-Methoxycarbonyl-2,2,6,6-tetramethylpiperidin COC(=O)C1CC(NC(C1)(C)C)(C)C